FC=1C=C(C=CC1)CN1C2=CC=CC(=C2C=2C(=CC=CC12)OCC(=O)O)C(N)=O {9-[(3-fluorophenyl)methyl]-5-carbamoylcarbazol-4-yl}oxyacetic acid